CC1(OCCC(C1)(C(=O)N[C@@H](C)C1=CC=C(C(=O)OC)C=C1)NCCOC1=CC=CC=C1)C Methyl 4-[(1S)-1-[[2,2-dimethyl-4-(2-phenoxyethylamino)tetrahydropyran-4-carbonyl]amino]ethyl]benzoate